O[C@@H]1[C@H]([C@@H](O[C@@H]([C@H]1O)NC1=C2NC=NC2=NC=N1)C)NC(CNC)=O N-[(2S,3R,4R,5S,6S)-4,5-dihydroxy-2-methyl-6-(7H-purin-6-ylamino)tetrahydropyran-3-yl]-2-(methylamino)acetamide